C(#N)C(CC1CCN(CC1)C(=O)OC(C)(C)C)O tert-Butyl 4-(2-cyano-2-hydroxyethyl)piperidine-1-carboxylate